tert-butyl 2,4-dioxo-3-((3-(4-(2-((2,2,2-trifluoroethyl)thio)phenoxy)-3-(trifluoromethyl)phenyl)-1,2,4-oxadiazol-5-yl)methyl)-1,3,8-triazaspiro[4.5]decane-8-carboxylate O=C1NC2(C(N1CC1=NC(=NO1)C1=CC(=C(C=C1)OC1=C(C=CC=C1)SCC(F)(F)F)C(F)(F)F)=O)CCN(CC2)C(=O)OC(C)(C)C